C(C=C)C1(NC2=CC=CC=C2C1=O)CC=C 2,2-diallylindole-3-one